CC1(C=C(CO1)C=1C=C2C(=CC=NC2=CC1)C(=O)OC)C methyl 6-(5,5-dimethyl-2,5-dihydrofuran-3-yl)quinoline-4-carboxylate